N[C-]1C=CC=C1.[C-]1(C=CC=C1)N.[Cr+2] diaminochromocene